format Selenium [Se+2].C(=O)[O-].C(=O)[O-]